N-[3-(5-amino-1-methyl-6-oxopyridin-3-yl)-4-(2,4-difluorophenoxy)phenyl]ethanesulfonamide NC1=CC(=CN(C1=O)C)C=1C=C(C=CC1OC1=C(C=C(C=C1)F)F)NS(=O)(=O)CC